6-(3-(2-(4-fluorophenoxy)ethoxy)-7,8-dihydro-1,6-naphthyridin-6(5H)-yl)-5-methylnicotinonitrile FC1=CC=C(OCCOC=2C=NC=3CCN(CC3C2)C2=NC=C(C#N)C=C2C)C=C1